2,7-dibromo-9,9-dibutyl-9H-fluorene BrC1=CC=2C(C3=CC(=CC=C3C2C=C1)Br)(CCCC)CCCC